2,6-bis((S)-4-(naphthalen-1-yl)-4,5-dihydrooxazol-2-yl)pyridine C1(=CC=CC2=CC=CC=C12)[C@@H]1N=C(OC1)C1=NC(=CC=C1)C=1OC[C@@H](N1)C1=CC=CC2=CC=CC=C12